C1=CC=CC=2C3=CC=CC=C3N(C12)C=1C=CC=2N(C3=CC=C(C=C3C2C1)N1C2=CC=CC=C2C=2C=CC=CC12)C1=CC=C(C=C1)C1=NC(=CC(=C1)C=1C=C(C#N)C=CC1)C1=CC=C(C=C1)N1C2=CC=C(C=C2C=2C=C(C=CC12)N1C2=CC=CC=C2C=2C=CC=CC12)N1C2=CC=CC=C2C=2C=CC=CC12 3-(2,6-bis(4-(9'H-[9,3':6',9''-tercarbazol]-9'-yl)phenyl)pyridin-4-yl)benzonitrile